cobaltic sulfate S(=O)(=O)([O-])[O-].[Co+3].S(=O)(=O)([O-])[O-].S(=O)(=O)([O-])[O-].[Co+3]